NC=1C2=C(N=CN1)N(C=C2C=2C(=C1CCN(C1=CC2)C(CC2=C(C=CC(=C2)C(F)(F)F)F)=O)Cl)C2CC2 1-(5-(4-AMINO-7-CYCLOPROPYL-7H-PYRROLO[2,3-D]PYRIMIDIN-5-YL)-4-CHLOROINDOLIN-1-YL)-2-(2-FLUORO-5-(TRIFLUOROMETHYL)PHENYL)ETHAN-1-ONE